Cl.N[C@H](C(=O)OCC#N)CC1=CC=C(C=C1)C(F)(F)F (S)-Cyanomethyl 2-amino-3-(4-(trifluoromethyl)phenyl)propanoate hydrochloride